ClC=1C=C(C=CC1F)NC1=NC=NC2=CC(=C(C=C12)OC1CCN(CC1)C(=O)N1CCOCC1)OCCOC 4-[(3-chloro-4-fluoro-phenyl)amino]-6-{1-[(morpholin-4-yl)carbonyl]-piperidin-4-yloxy}-7-(2-methoxy-ethoxy)-quinazoline